5-Amino-3-(4-(2-((3-(2,4-difluorophenyl)isoxazol-5-yl)amino)-2-oxoethyl)phenyl)-1-isopropyl-1H-pyrazole-4-carboxamide NC1=C(C(=NN1C(C)C)C1=CC=C(C=C1)CC(=O)NC1=CC(=NO1)C1=C(C=C(C=C1)F)F)C(=O)N